1-(4-chlorophenyl)-3-(4-((2-methyl-1-(p-tolyl)-1,2,3,4-tetrahydroisoquinolin-6-yl)oxy)phenyl)urea ClC1=CC=C(C=C1)NC(=O)NC1=CC=C(C=C1)OC=1C=C2CCN(C(C2=CC1)C1=CC=C(C=C1)C)C